ClC=1N=C(SC1C(=O)NC[C@H](C(=O)N[C@H]1C2=C(CN3N(C1=O)CCC3)C(=CC=C2)F)C2CC2)C2CC2 4-chloro-2-cyclopropyl-N-((R)-2-cyclopropyl-3-(((S)-6-fluoro-11-oxo-2,3,10,11-tetrahydro-1h,5h-benzo[d]pyrazolo[1,2-a][1,2]diazepin-10-yl)amino)-3-oxopropyl)thiazole-5-carboxamide